FC(C(=O)O)(F)F.O1CC(C1)S(=O)(=O)N oxetane-3-sulfonamide 2,2,2-trifluoroacetate